3-(5-(7H-pyrrolo[2,3-d]pyrimidin-4-yl)pyridin-2-yl)-6-(2-fluoro-3-methoxybenzyl)-3,6-diazabicyclo[3.1.1]heptane N1=CN=C(C2=C1NC=C2)C=2C=CC(=NC2)N2CC1N(C(C2)C1)CC1=C(C(=CC=C1)OC)F